o-(N,N-dimethylamino)phenylmethylsulfide CN(C)C1=C(C=CC=C1)CSCC1=C(C=CC=C1)N(C)C